4-(6-bromopyridin-3-yl)-2-(9,9-dimethyl-9H-fluoren-2-yl)benzofuro[2,3-d]Pyrimidine BrC1=CC=C(C=N1)C=1C2=C(N=C(N1)C1=CC=3C(C4=CC=CC=C4C3C=C1)(C)C)OC1=C2C=CC=C1